allyl (S)-7-((diethoxyphosphoryl)fluoromethyl)-2-naphthoate C(C)OP(=O)(OCC)[C@@H](C1=CC=C2C=CC(=CC2=C1)C(=O)OCC=C)F